N1C(=CC2=CC=CC=C12)C(=O)N1CCN(CC1)C1=CC=C2C=CC(NC2=C1)=O 7-(4-(1H-indole-2-carbonyl)piperazin-1-yl)quinolin-2(1H)-one